diethanolamine chloride [Cl-].N(CCO)CCO